N-ethyl-3-(2-methyl-1-oxo-2,7-naphthyridin-4-yl)benzenesulfonamide C(C)NS(=O)(=O)C1=CC(=CC=C1)C1=CN(C(C2=CN=CC=C12)=O)C